ClC1=NC(=C2C(=N1)NN=C2)N[C@@H]2CCC1=CC=CC=C21 (R)-6-chloro-N-(2,3-dihydro-1H-inden-1-yl)-1H-pyrazolo[3,4-d]pyrimidin-4-amine